OC1=C(C=CC(=C1)C(F)(F)F)C1=NN=C(C2=CC=CC=C12)NC1CN(CCC1)C(C)=O 1-[3-({4-[2-hydroxy-4-(trifluoromethyl)phenyl]phthalazin-1-yl}amino)piperidin-1-yl]ethan-1-one